morpholino(4-((4-(5-phenyl-4,5-dihydro-1H-pyrazol-1-yl)thieno[3,2-d]pyrimidin-2-yl)amino)phenyl)methanone O1CCN(CC1)C(=O)C1=CC=C(C=C1)NC=1N=C(C2=C(N1)C=CS2)N2N=CCC2C2=CC=CC=C2